2-methylsulfinyl-N-(3-methylsulfonylcyclobutyl)-5-(trifluoromethyl)pyrimidin-4-amine CS(=O)C1=NC=C(C(=N1)NC1CC(C1)S(=O)(=O)C)C(F)(F)F